4-nitrophenyl (4-((4-((4-((2-chlorophenyl)carbamoyl)phenyl)amino)-5-fluoropyrimidin-2-yl) amino)phenyl)carbamate ClC1=C(C=CC=C1)NC(=O)C1=CC=C(C=C1)NC1=NC(=NC=C1F)NC1=CC=C(C=C1)NC(OC1=CC=C(C=C1)[N+](=O)[O-])=O